BrCC(=O)C1=CC=C(C(=O)NC)C=C1 4-(bromoacetyl)-N-methylbenzamide